NC1=CC=C(C=N1)N1C[C@@H](CC1)NC(OC(C)(C)C)=O tert-butyl (R)-(1-(6-aminopyridin-3-yl)pyrrolidin-3-yl)carbamate